2-[[4-(2,4-dichlorobenzoyl)-1,3-dimethyl-1H-pyrazol-5-yl]oxy]-1-phenylethanone ClC1=C(C(=O)C=2C(=NN(C2OCC(=O)C2=CC=CC=C2)C)C)C=CC(=C1)Cl